2-furfurylthiol C1=COC(=C1)CS